C(C)(=O)[O-].C(C)(=O)[O-].[Mn+2] manganese (II) bis-acetate